ClC1=CC=2C=3C=CC(=CC3N(C(N(C2N=C1)CC)=O)C1=CC=C(C=C1)NCCNC1CCOCC1)Cl 4,13-dichloro-8-ethyl-10-[4-({2-[(oxan-4-yl)amino]ethyl}amino)phenyl]-6,8,10-triazatricyclo[9.4.0.02,7]pentadeca-1(11),2(7),3,5,12,14-hexaen-9-one